Cl.C(CC)C1=NC(=NO1)C=1C=C(CON)C=CC1 O-(3-(5-propyl-1,2,4-oxadiazol-3-yl)benzyl)hydroxylamine hydrochloride